C(#N)C=1C=CC(=C(C1)NS(=O)(=O)C=1C=C(C(=O)OC)C=CC1O)N1C(CCCC1)CO methyl 3-(N-(5-cyano-2-(2-(hydroxymethyl)piperidin-1-yl)phenyl)sulfamoyl)-4-hydroxybenzoate